3-(triethoxysilyl)-1-propane-sulfonic acid C(C)O[Si](CCCS(=O)(=O)O)(OCC)OCC